CC(C)=CC(CCCC)CCC 2-methyl-4-propyl-2-octene